C(C)(C)(C)OC(=O)NC([C@@H](C(=O)OC)NC1=NC=CC=C1[N+](=O)[O-])C1=C(C=CC=C1)F methyl (2S)-3-(tert-butoxycarbonylamino)-3-(2-fluorophenyl)-2-[(3-nitro-2-pyridyl)amino]propanoate